BrC=1C(=C(OCC(O)C2=C(C=C(C=C2)C2COC2)F)C=CC1)I 2-(3-Bromo-2-iodophenoxy)-1-(2-fluoro-4-(oxetan-3-yl)phenyl)ethan-1-ol